ClC1=NC=C(C(=O)NC2=C(C=CC(=C2)N2N=NC(=C2)C(NCCCN2CCOCC2)=O)N2CCN(CC2)C)C(=C1)NCC1=CC=C(C=C1)OC 6-chloro-4-((4-methoxybenzyl)amino)-N-(2-(4-methylpiperazin-1-yl)-5-(4-((3-morpholinopropyl)carbamoyl)-1H-1,2,3-triazol-1-yl)phenyl)nicotinamide